BrC1=C(C=2C3=C(C=NC2C=C1F)N(C(N3)=O)C)F 8-Bromo-7,9-difluoro-3-methyl-2-oxo-2,3-dihydro-1H-imidazo[4,5-c]quinoline